N-(4-(1H-pyrazol-4-yl)phenyl)-2-(2-(benzo[d]oxazol-2-yl)-1H-indol-6-yl)pyrimidin-4-amine N1N=CC(=C1)C1=CC=C(C=C1)NC1=NC(=NC=C1)C1=CC=C2C=C(NC2=C1)C=1OC2=C(N1)C=CC=C2